ClC1=C(C(=CC=C1Cl)F)[C@]1(CNCC1)NC1=CC=C2N=CC(N(C2=C1)C)=O (R)-7-((3-(2,3-dichloro-6-fluorophenyl)pyrrolidin-3-yl)amino)-1-methylquinoxalin-2(1H)-one